7-bromo-6-chloro-5-(2-((2,2-difluoroethyl)amino)-2-(1-(difluoromethyl)cyclopropyl)ethoxy)-8-fluoro-2-(((2R,7aS)-2-fluorotetrahydro-1H-pyrrolizin-7a(5H)-yl)methoxy)quinazolin-4-ol BrC1=C(C(=C2C(=NC(=NC2=C1F)OC[C@]12CCCN2C[C@@H](C1)F)O)OCC(C1(CC1)C(F)F)NCC(F)F)Cl